piperidone monohydrate hydrochloride C1CCNC(=O)C1.O.Cl